N-(5-(Benzyloxy)-2-methylphenyl)-3-morpholinopropanamide C(C1=CC=CC=C1)OC=1C=CC(=C(C1)NC(CCN1CCOCC1)=O)C